N-(tert-Butoxycarbonyl)-O-(tert-butyldiphenylsilyl)-L-serine C(C)(C)(C)OC(=O)N[C@@H](CO[Si](C1=CC=CC=C1)(C1=CC=CC=C1)C(C)(C)C)C(=O)O